4-methyl-9-[2-carboxy(3,6-methano-4-cyclohexenyl)]carbonyloxyanthracene CC1=CC=CC2=C(C3=CC=CC=C3C=C12)OC(=O)C1C(C2C=CC1C2)C(=O)O